C1(=CC=CC=C1)C=1N=NC(=CC1)C=1SC=CC1 3-phenyl-6-(2-thienyl)pyridazine